BrC1=C2[C@H](CCOC2=CC(=C1)Cl)N1C[C@@H](CC1)NC(OC(C)(C)C)=O tert-butyl N-[(3R)-1-[(4S)-5-bromo-7-chloro-chroman-4-yl]pyrrolidin-3-yl]carbamate